C(C)(=O)O[C@@H]1CC2=CC[C@H]3[C@@H]4CC=C([C@@]4(C)CC[C@@H]3[C@]2(CC1)C)I (3beta)-17-iodo-androsta-5,16-dien-3-ol acetate